CC(CN1C(C=CC2=C1N=C(N=C2)N[C@@H](C)C2=CC=C(C=C2)C2=CC=NC=C2)=O)(C)C 8-(2,2-Dimethylpropyl)-2-({(1S)-1-[4-(pyridin-4-yl)phenyl]ethyl}amino)pyrido[2,3-d]pyrimidin-7(8H)-on